(1S,3aR,6aS)-N-((R)-1-cyano-2-((R)-2-oxopiperidin-3-yl)ethyl)-2-(4-(difluoromethyl)-6-fluoro-1H-indole-2-carbonyl)-5,5-difluorooctahydrocyclopenta[c]pyrrole-1-carboxamide C(#N)[C@@H](C[C@@H]1C(NCCC1)=O)NC(=O)[C@H]1N(C[C@H]2[C@@H]1CC(C2)(F)F)C(=O)C=2NC1=CC(=CC(=C1C2)C(F)F)F